(E)-3-(5-Chloro-2-tetrazol-1-yl-phenyl)-N-((S)-5-fluoro-9-oxo-8,17,19-triaza-tricyclo[14.2.1.02,7]nonadeca-1(18),2,4,6,16(19)-pentaen-15-yl)-acrylamide ClC=1C=CC(=C(C1)/C=C/C(=O)N[C@H]1CCCCCC(NC2=CC(=CC=C2C2=CNC1=N2)F)=O)N2N=NN=C2